7-bromo-2-chloro-5-fluoro-N-(8-fluoro-2-methyl-imidazo[1,2-a]pyridine-6-yl)quinazolin-4-amine BrC1=CC(=C2C(=NC(=NC2=C1)Cl)NC=1C=C(C=2N(C1)C=C(N2)C)F)F